Cl.ClC1=C(C=NC=C1)C1CC12NCCC2 (4-Chloropyridin-3-yl)-4-azaspiro[2.4]heptane hydrochloride